methyl 2-(trifluoromethyl)-4-(8-[3-(trifluoromethyl)-4-(methoxycarbonyl)phenyl]-10-[2-(morpholin-4-yl)ethyl]phenoxazin-2-yl)benzoate FC(C1=C(C(=O)OC)C=CC(=C1)C1=CC=2N(C3=CC(=CC=C3OC2C=C1)C1=CC(=C(C=C1)C(=O)OC)C(F)(F)F)CCN1CCOCC1)(F)F